FC(CN(CCC(C(=O)O)NC1=NC=NC2=CC=CC=C12)CCCCC1=NC=2NCCCC2C=C1)COC 4-((2-fluoro-3-methoxypropyl)(4-(5,6,7,8-tetrahydro-1,8-naphthyridin-2-yl)butyl)amino)-2-(quinazolin-4-ylamino)butyric acid